C1(=CC=CC=C1)N1CCN(CC1)C(=O)C=1C=CC(=C(C=O)C1)OCCC 5-(4-phenylpiperazine-1-carbonyl)-2-propoxybenzaldehyde